OCB1OCCO1 (HYDROXYMETHYL)-1,3,2-DIOXABOROLAN